COC(CC(CC(=O)C1=CC=C(C=C1)F)C)=O 5-(4-fluorophenyl)-3-methyl-5-oxo-pentanoic acid methyl ester